C1(CC1)C(=O)NC1=NN2C(C=C(C=C2)C=2C(=NOC2C)O[C@@H]2C[C@H](C2)NC(OC(C)(C)C)=O)=C1 tertbutyl ((trans)-3-((4-(2-(cyclopropanecarboxamido)pyrazolo[1,5-a]pyridin-5-yl)-5-methylisoxazol-3-yl)oxy)cyclobutyl)carbamate